2-(4-phenoxyphenyl)-7-(pyridin-4-yl)-4,5,6,7-tetrahydropyrazolo[1,5-a]pyrimidine-3-carboxamide O(C1=CC=CC=C1)C1=CC=C(C=C1)C1=NN2C(NCCC2C2=CC=NC=C2)=C1C(=O)N